COC1=C(C=CC(=C1)OC)CN(S(=O)(=O)C=1C=C(C=CC1OC)C(C(=O)O)(C)C)CC1=C(C=C(C=C1)OC)OC 2-[3-[bis[(2,4-dimethoxyphenyl)methyl]sulfamoyl]-4-methoxy-phenyl]-2-methyl-propanoic acid